FC1=CC(=C(C=C1OC1=NC=C(C=C1)C(F)(F)F)NC(=O)[C@H]1N(C(CC1)=O)C)OC (S)-N-(4-Fluoro-2-methoxy-5-((5-(trifluoromethyl)pyridin-2-yl)oxy)phenyl)-1-methyl-5-oxopyrrolidine-2-carboxamide